(E)-1-(4-(quinolin-8-yl)but-3-en-1-yl)-1H-benzo[D]imidazol-2(3H)-one N1=CC=CC2=CC=CC(=C12)/C=C/CCN1C(NC2=C1C=CC=C2)=O